9-(4-chloro-2-fluoro-phenyl)-7-[(2R,4S,6R)-2-(1-cyclopropylpyrazol-4-yl)-6-methyl-tetrahydropyran-4-yl]-2,3-dimethyl-pyrimido[1,2-b]pyridazin-4-one ClC1=CC(=C(C=C1)C=1C=2N(N=C(C1)[C@@H]1C[C@@H](O[C@@H](C1)C)C=1C=NN(C1)C1CC1)C(C(=C(N2)C)C)=O)F